C(C)(C)(C)[Si](OC[C@H]1NC([C@@H](N(C2=C(C1)C=CC(=C2)\C(=N\O)\C2=CC=CC=C2)C)C(C)C)=O)(C2=CC=CC=C2)C2=CC=CC=C2 (2S,5S)-5-{[tert-butylbis(phenyl)siloxy]methyl}-2-isopropyl-1-methyl-9-[(E)-phenylcarbohydroximoyl]-1,4,5,6-tetrahydro-1,4-benzodiazocin-3(2H)-one